3-(difluoromethoxy)-4-[4-(difluoromethylsulfonyl)-3-methyl-phenyl]-N-methyl-1H-pyrazolo[3,4-c]pyridine-5-carboxamide FC(OC1=NNC2=CN=C(C(=C21)C2=CC(=C(C=C2)S(=O)(=O)C(F)F)C)C(=O)NC)F